ClC1=NC=2CCCCC2C=C1C(=O)NC(CC1=CC=CC=C1)(CC(F)(F)F)C 2-chloro-N-(4,4,4-trifluoro-2-methyl-1-phenylbutan-2-yl)-5,6,7,8-tetrahydroquinoline-3-carboxamide